N-(5-Chloro-4-methylthiazol-2-yl)-2-(3,4-dicyanophenyl)-2-(3,3-difluorocyclopentyl)acetamide ClC1=C(N=C(S1)NC(C(C1CC(CC1)(F)F)C1=CC(=C(C=C1)C#N)C#N)=O)C